(S)-(4-(4-(3-aminopiperidin-1-yl)-6-((2-(2-fluoro-6-methoxyphenyl)pyrimidin-4-yl)amino)pyridin-3-yl)phenyl)(4-(2-hydroxyethyl)piperazin-1-yl)methanone N[C@@H]1CN(CCC1)C1=C(C=NC(=C1)NC1=NC(=NC=C1)C1=C(C=CC=C1OC)F)C1=CC=C(C=C1)C(=O)N1CCN(CC1)CCO